3-(adamantan-1-yl)-1-methylimidazolium bromide [Br-].C12(CC3CC(CC(C1)C3)C2)[N+]2=CN(C=C2)C